tert-butyl 4-{4-[(hydroxyimino)methyl]-1,3-thiazol-2-yl}piperidine-1-carboxylate ON=CC=1N=C(SC1)C1CCN(CC1)C(=O)OC(C)(C)C